C1(CCC1)=CC1=NN2C(N(C(=C(C2=O)N2CCN(CC2)CC2=NC=CC=C2O)CC)CC(=O)NC2=CC=C(C=C2)S(F)(F)(F)(F)F)=N1 2-(2-(Cyclobutylidenemethyl)-5-ethyl-6-(4-(3-hydroxypicolinyl)piperazin-1-yl)-7-oxo-[1,2,4]triazolo[1,5-a]pyrimidin-4(7H)-yl)-N-(4-(pentafluoro-λ6-sulfanyl)phenyl)acetamide